R-(+)-alpha-ethylbenzylamine C(C)[C@H](C1=CC=CC=C1)N